C(#N)C(C(=O)OCC)(\N=N\C1=CC=C(C=C1)OC1=CC=CC=C1)C1CN(CC1)C(=O)OC(C)(C)C tert-butyl (E)-3-(1-cyano-2-ethoxy-2-oxo-1-((4-phenoxyphenyl)diazenyl)ethyl)-pyrrolidine-1-carboxylate